N-(3-(((8-isopropyl-2-(((S)-tetrahydro-2H-pyran-3-yl)amino)pYrazolo[1,5-a][1,3,5]triazin-4-yl)amino)methyl)phenyl)piperidine-2-carboxamide C(C)(C)C=1C=NN2C1N=C(N=C2NCC=2C=C(C=CC2)NC(=O)C2NCCCC2)N[C@@H]2COCCC2